C(C)OCOCC/C=C/CC[Mg]Br (3E)-6-(ethoxymethoxy)-3-hexenyl-magnesium bromide